(2R,3R,4S,5S)-2-(6-amino-9H-purin-9-yl)-5-((R)-1-(bicyclo[4.2.0]octa-1(6),2,4-trien-3-yl)-1-hydroxyethyl)tetrahydrofuran-3,4-diol NC1=C2N=CN(C2=NC=N1)[C@@H]1O[C@@H]([C@H]([C@H]1O)O)[C@](C)(O)C1=CC=2CCC2C=C1